O([C@H]1[C@H](O)[C@@H](O)[C@@H](O1)[C@H](O)CO)[C@@H]1[C@H](O)[C@@H](O[C@H]2[C@H](O)[C@@H](OC3[C@H](O)[C@@H](O)[C@@H](O)[C@H](O3)CO)[C@@H](O2)[C@H](O)CO)[C@@H](O)[C@H](O1)CO D-galactopyranosyl-(1→3)-β-D-galactofuranosyl-(1→3)-α-D-galactopyranosyl β-D-galactofuranoside